FC(C(=O)O)(F)F.N1CCC(CC1)C(=O)N1OCC[C@H]1C=1C=C(OC1)C#N 4-[(3S)-(Piperidine-4-carbonyl)isoxazolidin-3-yl]furancarbonitrile trifluoroacetic acid salt